C1(CC1)N1C=CC(C2=CC(=C(C=C12)N1CCNCC1)F)=O 1-cyclopropyl-6-fluoro-7-piperazin-1-yl-quinolin-4(1H)-one